CC=1N=C2C(NC(=NC2=NC1)N(C)C)=O trimethyl-pterin